FC(S(=O)(=O)[O-])(F)F.[Sm+3].FC(S(=O)(=O)[O-])(F)F.FC(S(=O)(=O)[O-])(F)F samarium trifluoromethanesulfonate salt